CC(CC(C)C)NC1=CC=C(C=C1)NC1=CC=CC=C1 (1,3-dimethylbutyl)-N-phenyl-p-phenylenediamine